BrC1=C(N=C(N=N1)N1CCC2C1CN(CC2)C(=O)[O-])OC 1-(6-bromo-5-methoxy-1,2,4-triazin-3-yl)octahydro-6H-pyrrolo[2,3-c]pyridine-6-carboxylate